COC1=CC=C(C=C1)\C=C\C(\C=C\C1=CC=C(C=C1)C)=O (1E,4E)-1-(4-methoxyphenyl)-5-(4-methylphenyl)penta-1,4-dien-3-one